O[C@@H]1[C@](COC1)(C)N1CCN(CC1)C=1C=C2C=C(N=CC2=CC1C=C)NC(=O)[C@@H]1CC12CCOCC2 (R)-N-(6-(4-(4-(3R,4R)-hydroxy-3-methyltetrahydrofuran-3-yl)piperazin-1-yl)-7-vinylisoquinolin-3-yl)-6-oxaspiro[2.5]octane-1-carboxamide